N-[5-[[2-(4-tert-butyl-3-oxo-piperazin-1-yl)acetyl]amino]-2-methyl-3-pyridyl]-6-(1-methylpyrazol-4-yl)triazolo[1,5-a]pyridine-3-carboxamide C(C)(C)(C)N1C(CN(CC1)CC(=O)NC=1C=C(C(=NC1)C)NC(=O)C=1N=NN2C1C=CC(=C2)C=2C=NN(C2)C)=O